N2-(4-(4-Ethylpiperazin-1-yl)phenyl)-N4-(3-isopropyl-1-methyl-1H-pyrazol-5-yl)pyridine-2,4-diamine C(C)N1CCN(CC1)C1=CC=C(C=C1)NC1=NC=CC(=C1)NC1=CC(=NN1C)C(C)C